NC1=CC(=C(C=N1)NC(=O)C1=NC(=CC=C1)C(F)(F)F)OC(C)C N-(6-amino-4-isopropoxypyridin-3-yl)-6-(trifluoromethyl)pyridinecarboxamide